C(C)(C)(C)OC(COC=1C=NC(=NC1)N1CCN(CC1)CC(=O)OCC1=CC=CC=C1)=O benzyl 2-(4-(5-(2-(tert-butoxy)-2-oxoethoxy)pyrimidin-2-yl)piperazin-1-yl)acetate